NC=1C(=NON1)C=1N(C2=C(C=NC(=C2)OC=2C=C(C=CC2)NC(C2=CC=C(C=C2)OCCN2CCOCC2)=O)N1)CC N-(3-{[2-(4-Amino-1,2,5-oxadiazol-3-yl)-1-ethyl-1H-imidazo[4,5-c]pyridin-6-yl]oxy}phenyl)-4-[2-(morpholin-4-yl)ethoxy]benzamide